The molecule is a phosphatidylcholine 34:3 in which the acyl groups specified at positions 1 and 2 are palmitoyl and (9Z,12Z,15Z)-octadecatrienoyl (alpha-linolenoyl) respectively. It has a role as a mouse metabolite. It derives from an alpha-linolenic acid and a hexadecanoic acid. CCCCCCCCCCCCCCCC(=O)OC[C@H](COP(=O)([O-])OCC[N+](C)(C)C)OC(=O)CCCCCCC/C=C\\C/C=C\\C/C=C\\CC